Methyl 5-(6-fluoro-4-(7-isopropyl-1,3-dimethyl-2-oxo-2,3-dihydro-1H-benzo[d]imidazol-5-yl)-2,2-dimethyl-2H-chromen-7-yl)picolinate FC=1C=C2C(=CC(OC2=CC1C=1C=CC(=NC1)C(=O)OC)(C)C)C1=CC2=C(N(C(N2C)=O)C)C(=C1)C(C)C